C(=O)(OC(C)(C)C)N1CC(CC1)CO 1-Boc-3-hydroxymethylpyrrolidine